5-{(rac)-1-[(1-methyl-1H-pyrazol-4-yl)methyl]-5',6'-dihydrospiro[pyrrolidine-3,4'-pyrrolo[1,2-b]pyrazol]-2'-yl}-3-(trifluoromethyl)pyridin CN1N=CC(=C1)CN1C[C@]2(CCN3N=C(C=C32)C=3C=C(C=NC3)C(F)(F)F)CC1 |r|